CN(C([C@H](CC)C)=O)C=1C=C2C(=NC1)N=C(N2)C2=NNC=1C[C@@]3([C@H](CC21)C3)C (S)-N,2-Dimethyl-N-(2-((4aS,5aR)-5a-methyl-1,4,4a,5,5a,6-hexahydrocyclopropa[f]indazol-3-yl)-1H-imidazo[4,5-b]pyridin-6-yl)butanamide